N-{1-[(difluoromethoxy)methyl]cyclopropyl}-5-(1H-indole-2-carbonyl)-4H,5H,6H,7H-pyrazolo[1,5-a]pyrazine-3-carboxamide FC(OCC1(CC1)NC(=O)C=1C=NN2C1CN(CC2)C(=O)C=2NC1=CC=CC=C1C2)F